NCCOC=1C=C(C=CC1)C[C@H](C(=O)OC(C)(C)C)[C@H]1CN(CC1)C(=O)OC(C)(C)C tert-butyl (S)-3-((S)-3-(3-(2-aminoethoxy)phenyl)-1-(tert-butoxy)-1-oxopropan-2-yl)pyrrolidine-1-carboxylate